3-(5-((((1S,2S)-2-(benzylamino)cyclopentyl)amino)methyl)-1-oxoisoindolin-2-yl)piperidine-2,6-dione C(C1=CC=CC=C1)N[C@@H]1[C@H](CCC1)NCC=1C=C2CN(C(C2=CC1)=O)C1C(NC(CC1)=O)=O